3-(4-chloro-2-fluorophenethyl)-5-((7-methyl-6-oxo-6H-purin-1(7H)-yl)methyl)-1,3,4-oxadiazol-2(3H)-one ClC1=CC(=C(CCN2C(OC(=N2)CN2C=NC=3N=CN(C3C2=O)C)=O)C=C1)F